(R)-lactamide C([C@H](O)C)(=O)N